(+)-2,2'-Isopropylidenebis[(4R)-4-tert-butyl-2-oxazoline] di(trifluoromethanesulfonate) FC(S(=O)(=O)O)(F)F.FC(S(=O)(=O)O)(F)F.C(C)(C)(C=1OC[C@H](N1)C(C)(C)C)C=1OC[C@H](N1)C(C)(C)C